2-(4-(2-((5-methyl-1H-benzo[d]imidazol-2-yl)amino)-2-oxoethyl)phenoxy)pyridine-3-carboxamide CC1=CC2=C(NC(=N2)NC(CC2=CC=C(OC3=NC=CC=C3C(=O)N)C=C2)=O)C=C1